CCC(=O)O.C(C(C)O)O propylene glycol Methyl-acetate